ClC1=C(C(=C2N(C1=O)C(CN2CCCO)C(=O)O)C2=CC(=CC=C2)C(F)(F)F)CC2=CC=CC1=CC=CC=C21 6-chloro-1-(3-hydroxypropyl)-7-(naphthalen-1-ylmethyl)-5-oxo-8-(3-(trifluoromethyl)phenyl)-1,2,3,5-tetrahydroimidazo[1,2-a]pyridine-3-carboxylic acid